CC(=C)C1=CC=C(C=C1)CCC alpha-methyl-para-propylstyrene